5-([1,2,4]Triazolo[4,3-a]pyridin-6-yl)-4-methoxy-N-(2-oxaspiro[3.5]nonan-7-yl)pyrrolo[2,1-f][1,2,4]triazin-2-amine N=1N=CN2C1C=CC(=C2)C=2C=CN1N=C(N=C(C12)OC)NC1CCC2(COC2)CC1